[OH-].C(CCCCCCCCCCCCCCC)[NH3+] N-hexadecylammonium hydroxide